CC1(C[C@@H](CN1C(C(F)(F)F)=O)CCC=NS(=O)C(C)(C)C)C N-[3-[(3S)-5,5-dimethyl-1-(2,2,2-trifluoroacetyl)pyrrolidin-3-yl]propylidene]-2-methyl-propane-2-sulfinamide